[Ru].ClC=1C(=C(C(=CC1)Cl)CC(=O)O)OC 2-(3,6-dichloro-2-methoxy-phenyl)acetic acid Ruthenium